ClC1=NC(=NC(=C1C(F)(F)F)Cl)NS(=O)(=O)C=1C=NN(C1)C N-[4,6-dichloro-5-(trifluoromethyl)pyrimidin-2-yl]-1-methyl-pyrazole-4-sulfonamide